OC(CCCCCCCCC\C=C/CCCCCCCCN(CCO)CCCN)O dihydroxyethyl-aminopropyl-hydroxyethyl-oleylamine